ClC=1C2=C(N=CN1)N(C=C2)[C@@H]2O[C@@H]([C@@]1([C@H]2OC(O1)(C)C)C)C(=O)C1=CC(=C(C=C1)Cl)Cl ((3aS,4S,6R,6aR)-6-(4-chloro-7H-pyrrolo[2,3-d]pyrimidin-7-yl)-2,2,3a-trimethyltetrahydrofuro[3,4-d][1,3]dioxol-4-yl)(3,4-dichlorophenyl)methanone